2-bromo-3,5-difluoro-4-(4-methylpiperazin-1-yl)aniline BrC1=C(N)C=C(C(=C1F)N1CCN(CC1)C)F